Cl[Si]1(CC[Si](CC1)(CC)CC)Cl 1,1-dichloro-4,4-diethyl-1,4-disilacyclohexane